Cl.N[C@H](CNC(C1=C(C(=CC(=C1)F)[N+](=O)[O-])Br)=O)C (S)-N-(2-aminopropyl)-2-bromo-5-fluoro-3-nitrobenzamide hydrochloride